FC1=CC(=C2C=CN(C2=C1)CC(=O)C1=CC=C(C=C1)F)CNCCO 2-(6-fluoro-4-(((2-hydroxyethyl)amino)methyl)-1H-indol-1-yl)-1-(4-fluorophenyl)ethan-1-one